2-((2-(benzyloxy)ethyl)thio)benzo[d]thiazole C(C1=CC=CC=C1)OCCSC=1SC2=C(N1)C=CC=C2